(8-((4-((2-(methylsulfonyl)ethyl)amino)-3-(trifluoromethyl)-1H-pyrrolo[2,3-b]pyridin-6-yl)amino)-2,3-dihydrobenzo[b][1,4]dioxin-5-yl)(4-morpholinopiperidin-1-yl)methanone CS(=O)(=O)CCNC1=C2C(=NC(=C1)NC1=CC=C(C3=C1OCCO3)C(=O)N3CCC(CC3)N3CCOCC3)NC=C2C(F)(F)F